C(C)OC1=C(C(=CC=C1)OCC)P(NC(C1=CC(=CC(=C1)C(F)(F)F)C(F)(F)F)=O)C1=C(C=CC=C1OCC)OCC N-(bis(2,6-diethoxyphenyl)phosphino)-3,5-bis(trifluoromethyl)benzamide